7,8-difluoro-N-(2-(piperidin-1-yl)-4-((4-(trifluoromethyl)benzyl)amino)phenyl)octanamide FC(CCCCCC(=O)NC1=C(C=C(C=C1)NCC1=CC=C(C=C1)C(F)(F)F)N1CCCCC1)CF